N[C@H](C=1N=C2N(N=CC(=C2)[C@@H](COC2CC2)N2C(NCC(C2)(F)F)=O)C1)C1CCC(CC1)(F)F 1-((S)-1-(2-((S)-amino(4,4-difluorocyclohexyl)methyl)imidazo[1,2-b]pyridazin-7-yl)-2-cyclopropoxyethyl)-5,5-difluorotetrahydropyrimidin-2(1H)-one